1,2,3-propanetricarboxylic acid, tri(3-ethylcyclohexylamide) C(C)C1CC(CCC1)NC(=O)CC(CC(=O)NC1CC(CCC1)CC)C(=O)NC1CC(CCC1)CC